COCOCCCC(CC(C)[Mg]I)C 6-methoxymethoxy-1,3-dimethylhexylmagnesium iodide